(2-methoxymethoxy-4-fluorophenyl)(phenyl)-methanone COCOC1=C(C=CC(=C1)F)C(=O)C1=CC=CC=C1